N-(5-cyclobutyl-1H-pyrazol-3-yl)-6-(piperidin-4-yloxy)pyrazin-2-amine C1(CCC1)C1=CC(=NN1)NC1=NC(=CN=C1)OC1CCNCC1